Cl.C(CCCCC)(=O)C(O)(C[N+](C)(C)C)CC([O-])=O caproyl-carnitine hydrochloride